4-iodo-2-(6-azaspiro[2.5]oct-6-yl)benzoyl chloride IC1=CC(=C(C(=O)Cl)C=C1)N1CCC2(CC2)CC1